ClC1=CC(=C(C(=C1)CC1=C(C(=CC(=C1)C)C)O)O)CC1=C(C(=CC(=C1)C)C)O 4-Chloro-2,6-bis[(2-hydroxy-3,5-dimethylphenyl)methyl]phenol